methyl-(1r,4r)-4-aminobicyclo[2.2.1]heptane-1-carboxylic acid ethyl ester C(C)OC(=O)[C@]12C(C[C@](CC1)(C2)N)C